C(#N)C=1C=NN2C1C(=CC(=C2)OCC(C)(C)O)C=2C=CC(=NC2)N2CCC(CC2)(C)NC(C2=NC(=CC=C2)CC)=O N-(1-(5-(3-cyano-6-(2-hydroxy-2-methylpropoxy)pyrazolo[1,5-a]pyridin-4-yl)pyridin-2-yl)-4-methylpiperidin-4-yl)-6-ethylpicolinamide